C(C1=CC=CC=C1)O[C@H]1[C@@H](CC1)N1N=CC(=C1)Br 1-((1R,2R)-2-(benzyloxy)cyclobutyl)-4-bromo-1H-pyrazole